NC1=CC(=C(C=C1)N(C1CC(C1)CN1CCC(CC1)COC1=CC(=C2C(NC(=NC2=C1)CSC1CCOCC1)=O)F)C)F 7-((1-((3-((4-amino-2-fluorophenyl)(methyl)amino)cyclobutyl)methyl)piperidin-4-yl)methoxy)-5-fluoro-2-(((tetrahydro-2H-pyran-4-yl)thio)methyl)quinazolin-4(3H)-one